(3R,4S)-3-cyclopropyl-1-[3-fluoro-6-[1-(1-methylazetidin-3-yl)pyrazol-4-yl]pyrazolo[1,5-a]pyrazin-4-yl]-4-methyl-2-oxopyrrolidine-3-carbonitrile C1(CC1)[C@]1(C(N(C[C@H]1C)C=1C=2N(C=C(N1)C=1C=NN(C1)C1CN(C1)C)N=CC2F)=O)C#N